COCCOC(CO/N=C/C1=C(C=C(C(=C1)N1C(N(C(=CC1=O)C(C)(F)F)C)=O)F)Cl)=O 2-Methoxyethyl-{[(E)-{2-chloro-5-[4-(1,1-difluoroethyl)-3-methyl-2,6-dioxo-3,6-dihydropyrimidin-1(2H)-yl]-4-fluorobenzyliden}amino]oxy}acetat